1-(6-(benzo[d]thiazol-2-yl-methoxy)-4-(piperidine-1-carbonyl)quinoline-2-carbonyl)-4-(pyridin-2-yl)-piperidine-4-carbonitrile S1C(=NC2=C1C=CC=C2)COC=2C=C1C(=CC(=NC1=CC2)C(=O)N2CCC(CC2)(C#N)C2=NC=CC=C2)C(=O)N2CCCCC2